Cl.C(C)(C)(C)N(CC(=O)O)C tert-butyl-methylglycine hydrochloride